CN1CN=CC=C1 3-methylpyrimidin